3-(3-((5-bromo-2-((3-methyl-1-(1-methylpiperidin-4-yl)-1H-pyrazol-4-yl)amino)pyrimidin-4-yl)amino)propyl)-1,3-oxazepan-2-one BrC=1C(=NC(=NC1)NC=1C(=NN(C1)C1CCN(CC1)C)C)NCCCN1C(OCCCC1)=O